C(=O)C=1C=C(CP(OCC)(OCC)=O)C=CC1 diethyl (3-formylbenzyl)phosphonate